FC=1C=NC=CC1C1CN(C1)[C@@H]1[C@H](CCCC1)OC=1C=C2CN(C(C2=CC1)=O)C1C(NC(CC1)=O)=O 3-(5-(((1S,2S)-2-(3-(3-fluoro-pyridin-4-yl)azetidin-1-yl)-cyclohexyl)oxy)-1-oxoisoindolin-2-yl)piperidine-2,6-dione